3-[1-[2-[(4-methoxyphenyl)methyl]pyrazol-3-yl]-6-[(3R)-3-methylmorpholin-4-yl]pyrazolo[3,4-b]pyridin-4-yl]-6-(trifluoromethyl)pyridin-2-amine COC1=CC=C(C=C1)CN1N=CC=C1N1N=CC=2C1=NC(=CC2C=2C(=NC(=CC2)C(F)(F)F)N)N2[C@@H](COCC2)C